C(CCCCCCCCCCCCC\C=C/CCCCCCCC)(=O)OC[C@@H](OC(CCCCCCCCCCCCC\C=C/CCCCCCCC)=O)COP(=O)([O-])OCC[N+](C)(C)C (cis)-1,2-Dinervonoyl-sn-Glycero-3-Phosphocholine